C(C)(=O)N(N(C(=O)C1=CC=2C3=C(C(=NC2C=C1)N)C=NN3C)CC3=NC1=C(N3C)C=CC(=C1)Cl)C N'-Acetyl-4-amino-N-[(5-chloro-1-methyl-benzimidazol-2-yl)methyl]-N',1-dimethyl-pyrazolo[4,3-c]quinoline-8-carbohydrazide